triisopropyl-cyanuric acid C(C)(C)N1C(N(C(N(C1=O)C(C)C)=O)C(C)C)=O